3-[4-[4-(4-piperidinyl)piperazin-1-yl]phenyl]piperidine-2,6-dione N1CCC(CC1)N1CCN(CC1)C1=CC=C(C=C1)C1C(NC(CC1)=O)=O